Cl.Cl.CN1CC2(CCN(C2)C=2SC3=C(N=NC(=C3)C3=C(C=C(C=C3)C=3C=NNC3)O)N2)CC1 2-[6-(7-methyl-2,7-diazaspiro[4.4]non-2-yl)[1,3]thiazolo[4,5-c]pyridazin-3-yl]-5-(1H-pyrazol-4-yl)phenol dihydrochloride